Cl.C1(=C(C=CC=C1)N1CC2CNCC2C1)C1=CC=CC=C1 2-([1,1'-biphenyl]-2-yl)octahydropyrrolo[3,4-c]pyrrole hydrochloride